(4S,7R)-4-(3-hydroxyphenyl)-7-(2-methoxyphenyl)-2-methyl-5-oxo-1,4,5,6,7,8-hexahydroquinoline-3-carboxylic acid oxepin-4-yl ester O1C=CC(=CC=C1)OC(=O)C1=C(NC=2C[C@H](CC(C2[C@@H]1C1=CC(=CC=C1)O)=O)C1=C(C=CC=C1)OC)C